tert-Butyl 4-(4-((3-ethoxy-3-oxopropyl)amino)-3-ethylphenyl)piperazine-1-carboxylate C(C)OC(CCNC1=C(C=C(C=C1)N1CCN(CC1)C(=O)OC(C)(C)C)CC)=O